6-(1-(8-Isopropyl-8-azabicyclo[3.2.1]octan-3-yl)piperidin-4-yl)-1,4-dimethyl-2-(4-(methylsulfonyl)phenyl)-1H-benzo[d]imidazol C(C)(C)N1C2CC(CC1CC2)N2CCC(CC2)C=2C=C(C1=C(N(C(=N1)C1=CC=C(C=C1)S(=O)(=O)C)C)C2)C